2-amino-5-cyclopropyl-1-(3-hydroxy-2,6-dimethylphenyl)-6-methyl-4-oxopyrrolo[3,2-c]pyridine-3-carboxamide NC1=C(C=2C(N(C(=CC2N1C1=C(C(=CC=C1C)O)C)C)C1CC1)=O)C(=O)N